4-ethoxybenzylidenesuccinic acid dimethyl ester COC(C(CC(=O)OC)=CC1=CC=C(C=C1)OCC)=O